C(=CC)N1CC(CC1)C=1C=C(C=C2C=NC=NC12)C1=CC=C(C(=O)NC2=CC(=CC=C2)C2CC2)C=C1 4-(8-(1-propenylpyrrolidin-3-yl)quinazolin-6-yl)-N-(3-cyclopropylphenyl)benzamide